ClC=1C=C(C=CC1)NC(=O)C1=CC=C(S1)C=1C=C(OC2CCN(CC2)C(=O)OC(C)(C)C)C=CC1 tert-butyl 4-(3-(5-((3-chlorophenyl)carbamoyl)thiophen-2-yl)phenoxy)piperidine-1-carboxylate